(2S,4R)-N-[(2-cyclopropylthiazol-4-yl)methyl]-1-[(2S)-2-(4-cyclopropyltriazol-1-yl)-3,3-dimethyl-butanoyl]-4-hydroxy-pyrrolidine-2-carboxamide C1(CC1)C=1SC=C(N1)CNC(=O)[C@H]1N(C[C@@H](C1)O)C([C@H](C(C)(C)C)N1N=NC(=C1)C1CC1)=O